C(C)(C)(C)OC(N[C@@]1(CN(CC1)C1=C(C(=NC=C1C(N[C@@H](C)C1CC1)=O)C)C1=CC(=CC(=C1)F)F)C)=O ((S)-1-(5-(((S)-1-cyclopropylethyl)carbamoyl)-3-(3,5-difluorophenyl)-2-methylpyridin-4-yl)-3-methylpyrrolidin-3-yl)carbamic acid tert-butyl ester